(4,8-bis(4-chloro-5-(2-ethylhexyl)thiophen-2-yl)benzo[1,2-b:4,5-b']dithiophene-2,6-diyl)bis(trimethyltin) ClC=1C=C(SC1CC(CCCC)CC)C1=C2C(SC(=C2)[Sn](C)(C)C)=C(C2=C1SC(=C2)[Sn](C)(C)C)C=2SC(=C(C2)Cl)CC(CCCC)CC